C(C=C)OC(=O)C1=CNC2=CC(=C(C=C12)C1=CC=C(OCCNC(CCCCC(=O)O)=O)C=C1)Cl 6-((2-(4-(3-((allyloxy)carbonyl)-6-chloro-1H-indol-5-yl)phenoxy)ethyl)amino)-6-oxohexanoic acid